Diethyl 2-(((2,5-dimethylpyrazolo[1,5-a]pyrimidin-7-yl)amino)methylene)malonate CC1=NN2C(N=C(C=C2NC=C(C(=O)OCC)C(=O)OCC)C)=C1